2-chloro-3,4-bis((4-methoxybenzyl)oxy)-N-(2-(pyrrolidin-1-yl)ethyl)benzamide ClC1=C(C(=O)NCCN2CCCC2)C=CC(=C1OCC1=CC=C(C=C1)OC)OCC1=CC=C(C=C1)OC